CP(O)=O.CP(O)=O.C methane bis(methylphosphinate)